C(C)OC(=O)C1=CC=NN1C1=CC=C(C=C1)Br (4-bromophenyl)-1H-pyrazole-5-carboxylic acid ethyl ester